C([O-])([O-])=O.[Ba+2].[Cl-].[Ba+2] Barium Chloride Barium carbonate